O=C1[C@H]2[C@@H]3CC[C@H]([C@@H](CCC(=O)OC)C)[C@]3(CC[C@@H]2[C@]2(CC=CC[C@H]2C1)C)C methyl 7-oxo-5β-chol-2-eneoate